tert-butyl (1R,5S)-3-(7-chloro-8-fluoro-2-(((2S,4R)-4-fluoro-1,2-dimethyl pyrrolidin-2-yl)methoxy)pyrido[4,3-d]pyrimidin-4-yl)-3,8-diazabicyclo[3.2.1]octane-8-carboxylate ClC1=C(C=2N=C(N=C(C2C=N1)N1C[C@H]2CC[C@@H](C1)N2C(=O)OC(C)(C)C)OC[C@]2(N(C[C@@H](C2)F)C)C)F